2-[(1-methyl-1H-tetrazol-5-yl)sulfanyl]-5-nitro-N-{4-[2-oxo-2-(pyrrolidin-1-yl)ethyl]phenyl}benzamide CN1N=NN=C1SC1=C(C(=O)NC2=CC=C(C=C2)CC(N2CCCC2)=O)C=C(C=C1)[N+](=O)[O-]